r-bromosuccinimide Br[C@H]1C(=O)NC(C1)=O